2-Hydroperoxy-2-methylcyclopentan-1-one O(O)C1(C(CCC1)=O)C